(R)-N-(5-(5-ethyl-1,2,4-oxadiazol-3-yl)-2,3-dihydro-1H-inden-1-yl)-3-hydroxyisoxazole-5-carboxamide C(C)C1=NC(=NO1)C=1C=C2CC[C@H](C2=CC1)NC(=O)C1=CC(=NO1)O